O=C1NC(NC(=C1)C(=O)N)=O dioxopyrimidine-6-carboxamide